COCCNS(=O)(=O)C1=CC=C(C=C1)NC1=NC=CC(=N1)C1=CN=C(N1C(C)C)C N-(2-methoxyethyl)-4-({4-[2-methyl-1-(1-methylethyl)-1h-imidazol-5-yl]pyrimidin-2-yl}amino)benzenesulfonamide